N-(4-(2-(furan-3-yl)vinyl)thiazol-2-yl)-1-(pyridin-4-ylmethyl)-1H-pyrrole-2-carboxamide O1C=C(C=C1)C=CC=1N=C(SC1)NC(=O)C=1N(C=CC1)CC1=CC=NC=C1